diethoxybis(ethoxyacetoacetyl)zirconium C(C)O[Zr](C(CC(=O)COCC)=O)(C(CC(=O)COCC)=O)OCC